2-(3-cyano-1-methyl-2-oxo-1,2-dihydroquinolin-4-yl)-2,6-diazaspiro[3.5]nonane-6-carboxylic acid tert-butyl ester C(C)(C)(C)OC(=O)N1CC2(CN(C2)C2=C(C(N(C3=CC=CC=C23)C)=O)C#N)CCC1